methylpropane-1,3-diyl bis(pent-4-ynoate) C(CCC#C)(=O)OC(CCOC(CCC#C)=O)C